5-ethoxy-3-(1-pentylpiperidin-4-yl)pyrrolo[3,2-b]pyridine C(C)OC1=CC=C2C(=N1)C(=CN2)C2CCN(CC2)CCCCC